2-(4-(3-(3-fluorophenyl)ureido)benzyloxy)benzamide Tert-butyl-2-(4-isobutyl-2-(2-isopropylphenyl)-3-oxopiperazin-1-yl)-7-azaspiro[3.5]Nonane-7-carboxylate C(C)(C)(C)OC(=O)N1CCC2(CC(C2)N2C(C(N(CC2)CC(C)C)=O)C2=C(C=CC=C2)C(C)C)CC1.FC=1C=C(C=CC1)NC(NC1=CC=C(COC2=C(C(=O)N)C=CC=C2)C=C1)=O